tert-butyl 2-hydroxy-5,6,8,9-tetrahydro-7H-pyrido[2,3-d]azepine-7-carboxylate OC=1C=CC2=C(CCN(CC2)C(=O)OC(C)(C)C)N1